FC1=C(N)C=CC(=C1)C1=NC=CC=C1 2-fluoro-4-(2-pyridinyl)aniline